N-[(1S)-2-[[5-(3,5-dimethyl-1H-pyrazol-4-yl)-6-fluoro-2-pyridinyl]amino]-1-(4-methylcyclohexyl)-2-oxo-ethyl]-3-isopropyl-isoxazole-4-carboxamide CC1=NNC(=C1C=1C=CC(=NC1F)NC([C@H](C1CCC(CC1)C)NC(=O)C=1C(=NOC1)C(C)C)=O)C